The molecule is a linear hexasaccharide consisting of D-mannosyl residues connected exclusively by alpha-linkages, obtained from acetolysis of Candida parapsilosis cell-wall D-mannan. C([C@@H]1[C@H]([C@@H]([C@@H]([C@H](O1)O[C@H]2[C@H]([C@@H]([C@H](O[C@@H]2O[C@H]3[C@@H]([C@H](O[C@@H]([C@H]3O)O[C@H]4[C@H]([C@@H]([C@H](O[C@@H]4O[C@H]5[C@H]([C@@H]([C@H](O[C@@H]5O[C@H]6[C@H]([C@@H]([C@H](OC6O)CO)O)O)CO)O)O)CO)O)O)CO)O)CO)O)O)O)O)O)O